2-(3-bromo-1H-1,2,4-triazol-5-yl)-3-(1H-imidazol-4-yl)-7H,8H-imidazo[1,2-a]pyrimidin-7-one BrC1=NNC(=N1)C=1N=C2N(C=CC(N2)=O)C1C=1N=CNC1